CC1CN(CC(C1C)C)S(=O)(=O)N 3,4,5-trimethylpiperidin-1-sulfonamid